BrC1=CN(C=2N=CN=C(C21)N)C(C)C 5-bromo-7-isopropyl-7H-pyrrolo[2,3-d]pyrimidin-4-amine